FC=1C=C(C=CC1N1CC2N(CC1)CCC2)C2=CC1=C(C(=N2)C)C=C(N1C)C1=CC=C(C=C1)S(=O)(=O)C 6-(3-Fluoro-4-(hexahydropyrrolo[1,2-a]pyrazin-2(1H)-yl)phenyl)-1,4-dimethyl-2-(4-(methylsulfonyl)phenyl)-1H-pyrrolo[3,2-c]pyridin